N,N-dioctadecyl-(triethylsilyl)amine C(CCCCCCCCCCCCCCCCC)N(CCCCCCCCCCCCCCCCCC)[Si](CC)(CC)CC